N-(1-benzylpiperidin-4-yl)-3-[N'-(6-chloropyridazin-3-yl)hydrazinecarbonyl]Propionamide C(C1=CC=CC=C1)N1CCC(CC1)NC(CCC(=O)NNC=1N=NC(=CC1)Cl)=O